3-(chloromethyl)-4-hydroxycyclobut-3-ene-1,2-dione ClCC=1C(C(C1O)=O)=O